C(CSCCSCCO)O 3,6-dithiaoctane-1,8-diol